CC=1NC=CC(C1C1=NC=CN=C1)=O 2-methyl-3-pyrazin-2-yl-1H-pyridin-4-one